ethyl (3S)-3-(3,7-dimethyl-3H-[1,2,3]triazolo[4,5-b]pyridin-6-yl)-3-(7-{[(2R)-2-ethyl-7-hydroxy-2,3-dihydropyrido[2,3-f][1,4]oxazepin-4(5H)-yl]methyl}-1-benzothiophen-5-yl)propanoate CN1N=NC=2C1=NC=C(C2C)[C@@H](CC(=O)OCC)C=2C=C(C1=C(C=CS1)C2)CN2C[C@H](OC1=C(C2)N=C(C=C1)O)CC